(S)-1-(1-(6,7-difluoro-1-oxo-1,2-dihydroisoquinolin-4-yl)ethyl)-3-(3-fluorophenyl)-1-methylurea FC=1C=C2C(=CNC(C2=CC1F)=O)[C@H](C)N(C(=O)NC1=CC(=CC=C1)F)C